2-(4-cyclopropyl-6-(difluoromethoxy)pyrimidin-5-yl)-N-(4-(1-(1-fluoropropan-2-yl)-4-(trifluoromethyl)-1H-imidazol-2-yl)phenyl)-4,5,6,7-tetrahydropyrazolo[1,5-a]pyridin-4-amine C1(CC1)C1=NC=NC(=C1C1=NN2C(C(CCC2)NC2=CC=C(C=C2)C=2N(C=C(N2)C(F)(F)F)C(CF)C)=C1)OC(F)F